O(C)C1=NC(N(C=C1C=1C=NN(C1)C)C=1C=C(C(=NC1)C#N)OCCN(C)C)N 4-Methoxyl-5-(1-methyl-1H-pyrazol-4-yl)-N-(2-cyano-3-(2-dimethylaminoethoxy)pyridin-5-yl)-2-amino-pyrimidin